N-[2-(trifluoromethyl)-4-pyridinyl]-carbamic acid phenyl ester C1(=CC=CC=C1)OC(NC1=CC(=NC=C1)C(F)(F)F)=O